CC=1C(=NC=CN1)C(=O)NC=1C=NN(C1)CC=1C=NC(=C(C1)C)N1C([C@@H]2C[C@@H]2C1)=O 3-methyl-N-(1-((5-methyl-6-((1R,5S)-2-oxo-3-azabicyclo[3.1.0]hexan-3-yl)pyridin-3-yl)methyl)-1H-pyrazol-4-yl)pyrazine-2-carboxamide